tert-Butyl (R)-3-((1R,4R)-5-methyl-2,5-diazabicyclo[2.2.1]heptan-2-yl)pyrrolidine-1-carboxylate CN1[C@H]2CN([C@@H](C1)C2)[C@H]2CN(CC2)C(=O)OC(C)(C)C